4-[(3R)-3-[3-(Trifluoromethyl)phenoxy]pyrrolidin-1-yl]tetrahydropyran FC(C=1C=C(O[C@H]2CN(CC2)C2CCOCC2)C=CC1)(F)F